C(C)(=O)OCOC(C1=C(C=C(C=C1)N(S(=O)(=O)C1=CC=C(C=C1)OC1=CC=CC=C1)CC(C)C)O)=O acetoxymethyl-2-hydroxy-4-(N-isobutyl-4-phenoxyphenylsulfon amido)benzoate